C(COCCOCCOCCOCCOCCOCCOCCO)O 3,6,9,12,15,18,21-heptaoxatricosane-1,23-diol